CC1([C@H]([C@@H]1C1=NC(=NO1)C1(CCCCC1)C)C1=CC=C(C=C1)S(=O)(=O)N)C 4-{(1S,3S)-2,2-dimethyl-3-[3-(1-methylcyclohexyl)-1,2,4-oxadiazol-5-yl]cyclopropyl}benzenesulfonamide